sorbitol n-nonanoate C(CCCCCCCC)(=O)O.OC[C@H](O)[C@@H](O)[C@H](O)[C@H](O)CO